1-fluoro-2-iodobenzene FC1=C(C=CC=C1)I